3-Chloro-4-fluoro-N-[4-[(E)-3-[4-[2-hydroxyethyl(methyl)amino]phenyl]prop-2-enoyl]phenyl]benzamide ClC=1C=C(C(=O)NC2=CC=C(C=C2)C(\C=C\C2=CC=C(C=C2)N(C)CCO)=O)C=CC1F